FC(OC=1C=C(C=CC1)N1C(N(C=2C1=NC=C(C2)C(=O)NC2(CS(C2)(=O)=O)C)C2=CC=C(C=C2)F)=O)F 3-(3-(difluoromethoxy)phenyl)-1-(4-fluorophenyl)-N-(3-methyl-1,1-dioxidothietan-3-yl)-2-oxo-2,3-dihydro-1H-imidazo[4,5-b]pyridine-6-carboxamide